1-(2-(5-(4-fluoro-2-methoxyphenyl)isoindolin-2-yl)-2-oxoethyl)-1H-1,2,4-triazole-3-carbonitrile FC1=CC(=C(C=C1)C=1C=C2CN(CC2=CC1)C(CN1N=C(N=C1)C#N)=O)OC